{4-[4-amino-7-(1-isobutyrylpiperidin-4-yl)pyrrolo[2,1-f][1,2,4]triazin-5-yl]phenyl}-6-cyclopropyl-3-oxo-2-phenyl-2,3-dihydropyridazine-4-carboxamide NC1=NC=NN2C1=C(C=C2C2CCN(CC2)C(C(C)C)=O)C2=CC=C(C=C2)C2=C(C(N(N=C2C2CC2)C2=CC=CC=C2)=O)C(=O)N